C(C)NC(C1=CC=C(C=C1)C=1C(=NC(=NC1)NC1=C(C=C(C=C1)C1=NN=CN1C)OCC)NCC(C)(C)C)=O N-ethyl-4-(2-((2-ethoxy-4-(4-methyl-4H-1,2,4-triazol-3-yl)phenyl)amino)-4-(neopentylamino)pyrimidin-5-yl)benzamide